6-chlorospiro[1H-3,1-benzoxazine-4,4'-piperidine]-2-one ClC=1C=CC2=C(C1)C1(CCNCC1)OC(N2)=O